C(C)(C)(C)OC(=O)N1CCC(CC1)(O)C1(SCCCS1)C1=C(C=CC=C1)F 4-[2-(2-fluorophenyl)-1,3-dithian-2-yl]-4-hydroxypiperidine-1-carboxylic acid tert-butyl ester